aminosulfosilane N[SiH2]S(=O)(=O)O